FC1=C(C=CC=2N=CSC21)C(C)=O 1-(7-fluorobenzo[d]thiazol-6-yl)ethan-1-one